O=C(CC(=O)C=1NC=CN1)CC1=C(C=C(C(=C1)F)F)F 3-oxo-4-(2,4,5-trifluorophenyl)butyrylimidazole